CC1=C[C@H]([C@H](CC1)C(=C)C)C1=C(C=C(C=C1O)O)O 2-((1R,6S)-3-methyl-6-(prop-1-en-2-yl)cyclohex-2-enyl)benzene-1,3,5-triol